C(C)(=O)N[C@H]1C(O)O[C@H]([C@@H]([C@@H]1O)O)CO 2-Acetamido-2-deoxy-L-altropyranose